4-[1-(4-fluorophenyl)-4-hydroxy-2-(4-hydroxycyclohexyl)indol-3-yl]benzoic acid FC1=CC=C(C=C1)N1C(=C(C2=C(C=CC=C12)O)C1=CC=C(C(=O)O)C=C1)C1CCC(CC1)O